tert-butyl (3S)-3-methyl-6-(2-methyl-3,4-dihydro-1H-isoquinolin-6-yl)-3,4-dihydro-2H-pyridine-1-carboxylate C[C@@H]1CN(C(=CC1)C=1C=C2CCN(CC2=CC1)C)C(=O)OC(C)(C)C